(S)-7-((S)-1-(Phenylmethoxy)-3-methyl-1-oxobutan-2-yl)-6-oxo-2,7-diazaspiro[4.4]Nonane-2-carboxylic acid tert-butyl ester C(C)(C)(C)OC(=O)N1C[C@]2(CC1)C(N(CC2)[C@H](C(=O)OCC2=CC=CC=C2)C(C)C)=O